FC1=CC=C(C=C1)C(N1CC(NCC1)C1CC1)C1=CC=C(C=C1)F 1-(bis(4-fluorophenyl)methyl)-3-cyclopropylpiperazine